BrC=1C=C(C=CC1)N1C(=NC(=C1)C1=CC=CC=C1)SCC1=CC=C(C=C1)C(F)(F)F 1-(3-bromophenyl)-4-phenyl-2-((4-(trifluoromethyl)benzyl)thio)-1H-imidazole